(but-2-yn-1-yl)-7-((2S,5R)-2,5-dimethylpiperazin-1-yl)-4-methyl-2,4-dihydro-5H-pyrazolo[4,3-B]pyridin-5-one C(C#CC)N1N=C2C(N(C(C=C2N2[C@H](CN[C@@H](C2)C)C)=O)C)=C1